C(C)(C)(C)OC(=O)N(C(CCC)C1=C(C=CC=C1)\C=C/C(=O)[O-])C (Z)-3-(2-(1-((tert-butoxycarbonyl) (methyl)amino) butyl)phenyl)acrylate